OCCC(CCCO)=O 1,6-dihydroxy-3-hexanone